(S)-8-chloro-6-(((1-(1-(difluoromethyl)cyclopropyl)-1H-1,2,3-triazol-4-yl)(isoquinolin-8-yl)methyl)amino)-4-(neopentylamino)quinoline-3-carbonitrile ClC=1C=C(C=C2C(=C(C=NC12)C#N)NCC(C)(C)C)N[C@@H](C=1C=CC=C2C=CN=CC12)C=1N=NN(C1)C1(CC1)C(F)F